4-[(2-amino-4-hydroxy-pteridin-6-yl)methyl-(2,2,2-trifluoroacetyl)amino]benzoic acid NC1=NC2=NC=C(N=C2C(=N1)O)CN(C1=CC=C(C(=O)O)C=C1)C(C(F)(F)F)=O